FC(OC=1C=CC(=C2C(=CNC12)C)CNC1=CN=C2C(=N1)N=C(C=C2)N2C[C@@H](OCC2)CO)F [(2R)-4-[3-({[7-(difluoromethoxy)-3-methyl-1H-indol-4-yl]methyl}amino)pyrido[2,3-b]pyrazin-6-yl]morpholin-2-yl]methanol